3-methyl-4H-1,2,4-triazole CC1=NN=CN1